C1(=CC=CC=C1)S(=O)(=O)N1C2CNC(C1)C2 2-(phenylsulfonyl)-2,5-diazabicyclo[2.2.1]heptane